C(C)(C)(C)C1=CC(=C(C(=O)O)C=C1)C(F)F 4-(tert-butyl)-2-(difluoromethyl)benzoic acid